2-[({3-[(3-methoxypropyl)oxy]-2-methylphenyl}methyl)thio]-5-(pyrrol-1-yl)-1H-benzo[d]imidazole COCCCOC=1C(=C(C=CC1)CSC1=NC2=C(N1)C=CC(=C2)N2C=CC=C2)C